C(C)(=O)OCC1=C(C(=NC=C1)C(C)C)N1C(N=C(C2=C1N=C(C(=C2)Cl)C2=C(C=CC=C2)F)N2[C@H](CN(CC2)C(=O)OC(C)(C)C)C)=O tert-Butyl (P)-(S)-4-(1-(4-(acetoxymethyl)-2-isopropylpyridin-3-yl)-6-chloro-7-(2-fluorophenyl)-2-oxo-1,2-dihydropyrido[2,3-d]pyrimidin-4-yl)-3-methylpiperazine-1-carboxylate